4-(methylamino)-9,10-anthraquinone chloride [Cl-].CNC1=CC=CC=2C(C3=CC=CC=C3C(C12)=O)=O